ClC1=C(C=C(C(=N1)I)C[C@@H](C(C)(C)C)N1C(=C(C(C=C1)=O)C(=O)OCC)C)OCCCOC.[B+].[Fe+2].[Nd+3] neodymium iron boron (i) ethyl (S)-1-(1-(6-chloro-2-iodo-5-(3-methoxypropoxy)pyridin-3-yl)-3,3-dimethylbutan-2-yl)-2-methyl-4-oxo-1,4-dihydropyridine-3-carboxylate